CCCCN(CCCC)C1=CC=C(C=C1)/C=C/C=C/C=C/C2=CC=[N+](C=C2)CCC[N+](CC)(CC)CC The molecule is a pyridinium cation with a 3-(triethylammonio)propyl substituent at the 1-position and a 6-[4-(dibutylamino)phenyl]hexa-1,3,5-trien-1-yl substituent at the 4-position. It has a role as a fluorochrome. It is a tertiary amine, a pyridinium ion and a quaternary ammonium ion.